1-(2-((1R-3S,4S)-3-((6-Methylpyridin-2-yl)carbamoyl)-2-azabicyclo[2.2.1]heptan-2-yl)-2-oxoethyl)-5-(1H-thieno[3,2-c]pyrazol-3-yl)-1H-indole-3-carboxamide CC1=CC=CC(=N1)NC(=O)[C@H]1N([C@@H]2CC[C@H]1C2)C(CN2C=C(C1=CC(=CC=C21)C=2C1=C(NN2)C=CS1)C(=O)N)=O